(3S,4R)-3-methyl-4-[[5-(trifluoromethoxy)-2-pyridinyl]amino]piperidine-1-carboxylic acid tert-butyl ester C(C)(C)(C)OC(=O)N1C[C@@H]([C@@H](CC1)NC1=NC=C(C=C1)OC(F)(F)F)C